O=C[C@@H](O)[C@@H](O)[C@H](O)[C@H](O)C(=O)[O-].[Ca+2].O=C[C@@H](O)[C@@H](O)[C@H](O)[C@H](O)C(=O)[O-] calcium mannuronate